N-methyl-N-allyltryptamine CN(CCC1=CNC2=CC=CC=C12)CC=C